C(C)(C)(C)C(=O)NC(CO)C 2-(tert-butylcarbonylamino)propanol